2-ethyl-7-hydroxychroman-4-one C(C)C1OC2=CC(=CC=C2C(C1)=O)O